C(#N)C1=CC=C(CCN[C@@H]([C@@H]2CNC3=C(O2)N=CC(=C3)C#N)C3=CC=CC=C3)C=C1 (S)-3-((R)-((4-cyanophenethyl)amino)(phenyl)methyl)-2,3-dihydro-1H-pyrido[2,3-b][1,4]oxazine-7-carbonitrile